O(C1=CC=CC=C1)C1=C(C=CC=C1)C=[Ru] (2-phenoxyphenylmethylene)ruthenium(II)